C(CCC)(=O)OC1C2(CCC(C1)C2(C)C)C rac-bornyl butyrate